C12(CC(C1)C2)NC(O[C@@H]2[C@@H](C[C@@H](C2)C2=NN(C(=C2)NC(=O)OCC2=CC=CC=C2)C(C)(C)C)O[Si](C2=CC=CC=C2)(C2=CC=CC=C2)C(C)(C)C)=O |r| rac-(1S,2R,4R)-4-(5-(((benzyloxy)carbonyl)amino)-1-(tert-butyl)-1H-pyrazol-3-yl)-2-((tert-butyldiphenylsilyl)oxy)cyclopentyl bicyclo[1.1.1]pentan-1-ylcarbamate